2-(isopropylamino)ethan-1-ylium C(C)(C)NC[CH2+]